CC(C(O)C1=CC=C(C=C1)SC)(C)N1CCOCC1 2-methyl-1-[4-(Methylthio)phenyl]-2-morpholino-propanol